C(C)(C)(C)OC(=O)NC=1N=CC(=NC1)CNC=1C=C(C(=O)O)C=CC1C 3-[({5-[(tert-butoxycarbonyl)amino]pyrazin-2-yl}methyl)amino]-4-methylbenzoic acid